ClC=1N=C(C2=C(N1)N(C=C2)COCC[Si](C)(C)C)OCC2=CC=C(C=C2)C=2N(C=C(N2)C(F)(F)F)C2CC2 2-chloro-4-((4-(1-cyclopropyl-4-(trifluoromethyl)-1H-imidazol-2-yl)benzyl)oxy)-7-((2-(trimethylsilyl)ethoxy)methyl)-7H-pyrrolo[2,3-d]pyrimidine